FC(C1=NN=C(O1)C1=CC(=C(CN2C(N(CC3=CC=CC=C23)C2CCN(CC2)C)=O)C=C1)F)F 1-(4-(5-(difluoromethyl)-1,3,4-oxadiazol-2-yl)-2-fluorobenzyl)-3-(1-methylpiperidin-4-yl)-3,4-dihydroquinazolin-2(1H)-one